C1(=CC=CC=C1)C=1OC(=CN1)[C@@H]1[C@H](C1)C1=CC=C(C=C1)S(=O)(=O)N 4-[(1S,2S)-2-(2-phenyl-1,3-oxazol-5-yl)cyclopropyl]benzenesulfonamide